C1=CC=C(C(=C1)CC(C(=O)O)N)N(CCCl)CCCl 3-(o-(Bis(beta-chloroethyl)amino)phenyl)-D,L-alanine